N1=CN=C(C2=C1NC=C2)C=2C=NN(C2)[C@H](CC#N)C2CCCC2 (R)-3-(4-(7H-pyrrolo[2,3-d]pyrimidin-4-yl)-1H-pyrazol-1-yl)-3-cyclopentylpropionitril